N2,N2,N7,N7-tetrakis{4-(tert-butyl)phenyl}spiro(dibenzo[5,6:7,8]fluoreno[4,3-b]benzofuran-5,9'-fluorene)-2,7-diamine C(C)(C)(C)C1=CC=C(C=C1)N(C=1C=CC=2C(=C3C4=C(C=C3C=3C2C2(C5=CC=CC=C5C=5C=CC=CC25)C=C(C3)N(C3=CC=C(C=C3)C(C)(C)C)C3=CC=C(C=C3)C(C)(C)C)C=CC3=C4OC4=C3C=CC=C4)C1)C1=CC=C(C=C1)C(C)(C)C